FC1(CC(C1)(C=1N=NNC1)NC(C(=O)C=1C(=C(N2[C@H]3[C@@H](CC12)C3)C(=O)NC3=CC(=C(C(=C3)F)F)F)C)=O)F (1aR,6aR)-5-(2-((3,3-difluoro-1-(1H-1,2,3-triazol-4-yl)cyclobutyl)amino)-2-oxoacetyl)-4-methyl-N-(3,4,5-trifluorophenyl)-1,1a,6,6a-tetrahydrocyclopropa[b]pyrrolizine-3-carboxamide